N1=C(C=CC=C1)CCNC1=CC=C2C(=N1)C(=CN2)C=2CCN(CC2)C 5-(N-[pyridin-2-ylethyl]amino)-3-(1-methyl-1,2,3,6-tetrahydropyridin-4-yl)pyrrolo[3,2-b]pyridine